(Z)-2-chloro-3-(pyridin-2-yl)acrylic acid Cl\C(\C(=O)O)=C/C1=NC=CC=C1